1H-1,2,3-triazole-4-carboxylic acid hydrochloride Cl.N1N=NC(=C1)C(=O)O